ethyl 2-(6-bromo-4-fluoro-2H-indazol-2-yl)acetate BrC=1C=C(C2=CN(N=C2C1)CC(=O)OCC)F